benzyl-3-cyclohexylpiperidin-2-one C(C1=CC=CC=C1)N1C(C(CCC1)C1CCCCC1)=O